(S,E)-7-(Dimethylamino)-1-((1-((2-methyl-6-neopentyl-9H-purin-8-yl)methyl)-2-oxo-1,2-dihydropyridin-3-yl)amino)-1,7-dioxohept-5-en-2-yl-dimethylcarbamat CN(C(/C=C/CC[C@H](C(=O)NC=1C(N(C=CC1)CC=1NC2=NC(=NC(=C2N1)CC(C)(C)C)C)=O)CN(C([O-])=O)C)=O)C